9-phenyl-10-{4-(9-phenyl-9H-fluoren-9-yl)-biphenyl-4'-yl}anthracene C1(=CC=CC=C1)C=1C2=CC=CC=C2C(=C2C=CC=CC12)C1=CC=C(C=C1)C1=CC=C(C=C1)C1(C2=CC=CC=C2C=2C=CC=CC12)C1=CC=CC=C1